C1(=CC=CC2=CC=CC=C12)C1=CC2=C(C3=CC=CC=C3C(=C2C=C1)C1=CC=CC=C1)C1=CC=CC2=C(C=CC=C12)C1=CC=CC=C1 2-(1-naphthyl)-10-phenyl-9-(5-phenyl-1-naphthyl)anthracene